(S)-3-((2,2-dimethyl-1,3-dioxolan-4-yl)methoxy)propanoic acid CC1(OC[C@@H](O1)COCCC(=O)O)C